ClC1=C(COC(=O)N[C@H](C(=O)O)CCN(CCCCC2=NC=3NCCCC3C=C2)CCOC)C=CC=C1Cl (S)-2-((((2,3-dichlorobenzyl)oxy)carbonyl)amino)-4-((2-methoxyethyl)(4-(5,6,7,8-tetrahydro-1,8-naphthyridin-2-yl)butyl)amino)butanoic acid